(R)-N-(tert-butyl)-2-((2,4-dibromo-5-methoxyphenyl)sulfonamido)hexanamide ethyl-2-chloro-4-cyclopentylaminopyrimidine-5-carboxylate C(C)OC(=O)C=1C(=NC(=NC1)Cl)NC1CCCC1.C(C)(C)(C)NC([C@@H](CCCC)NS(=O)(=O)C1=C(C=C(C(=C1)OC)Br)Br)=O